C1(=CC=CC=C1)C1CC=NN1C(=O)C1CCN(CC1)C(CC)=O 1-(4-(5-phenyl-4,5-dihydro-1H-pyrazole-1-carbonyl)piperidin-1-yl)propan-1-one